boron bicyclo[3.3.1]nonene C12=CCCC(CCC1)C2.[B]